C(C1=CC=CC=C1)O[C@H]1C[C@@H]2COC3=C(C(N2C1)=O)C(=C(C(=C3)C)F)OCC3C(C3)(F)F (2S,11aR)-2-(benzyloxy)-6-((2,2-difluorocyclopropyl)methoxy)-7-fluoro-8-methyl-2,3,11,11a-tetrahydro-1H,5H-benzo[f]pyrrolo[2,1-c][1,4]oxazepin-5-one